N-(4-(dibenzo[b,d]furan-2-yl)phenyl)-[1,1':4',1''-terphenyl]-4-amine C1=C(C=CC=2OC3=C(C21)C=CC=C3)C3=CC=C(C=C3)NC3=CC=C(C=C3)C3=CC=C(C=C3)C3=CC=CC=C3